ClC1=C(C=CC=C1C1=NC=CC(=C1Cl)NC1=C(C(=CC=C1)CNCC(C)O)F)C1=CC=C(C(=N1)OC)CNCC1CCC(N1)=O 5-((((6-(2-chloro-3-(3-chloro-4-((2-fluoro-3-(((2-hydroxypropyl)amino)methyl)phenyl)amino)pyridin-2-yl)phenyl)-2-methoxypyridin-3-yl)methyl)amino)methyl)pyrrolidin-2-one